Rac-(1S,2R,3S,5R)-3-(benzylamino)-2-fluoro-8-azabicyclo[3.2.1]octane-8-carboxylic acid tert-butyl ester C(C)(C)(C)OC(=O)N1[C@@H]2[C@@H]([C@H](C[C@H]1CC2)NCC2=CC=CC=C2)F |r|